tert-butyl 3-(3-chlorophenyl)piperazine-1-carboxylate ClC=1C=C(C=CC1)C1CN(CCN1)C(=O)OC(C)(C)C